C(#N)CNC(=O)C1=CC2=C(N=C(O2)C2=CC(=CC(=C2)Cl)Cl)C=C1 N-(cyanomethyl)-2-(3,5-dichlorophenyl)benzo[d]oxazole-6-carboxamide